COC1=NC=CC=C1C=1C=NN2C1N=C(C=C2)N2CC1=C(CC2)N=C(N1CC(C)(C)C)C 5-(3-(2-methoxypyridin-3-yl)pyrazolo[1,5-a]pyrimidin-5-yl)-2-methyl-3-neopentyl-4,5,6,7-tetrahydro-3H-imidazo[4,5-c]pyridine